ClC1=CC(=NC=N1)NC1=CC(=C2N(C1=O)C1(CCOCC1)NC2=O)C 6-((6-chloropyrimidin-4-yl)amino)-8-methyl-2',3',5',6'-tetrahydro-2H-spiro[imidazo[1,5-a]pyridine-3,4'-pyran]-1,5-dione